6-amino-3-phenylimidazo[1,2-a]pyridin-7-ol NC=1C(=CC=2N(C1)C(=CN2)C2=CC=CC=C2)O